1,3-bis(2,6-di-isopropyl-phenyl)imidazolium chloride [Cl-].C(C)(C)C1=C(C(=CC=C1)C(C)C)N1C=[N+](C=C1)C1=C(C=CC=C1C(C)C)C(C)C